NC1=NNC=2C1=NC(=CC2CN2CCC(CC2)F)C=2C=C1CN(C(C1=CC2)=O)C2C(NC(CC2)=O)=O 3-(5-(3-amino-7-((4-fluoropiperidin-1-yl)methyl)-1H-pyrazolo[4,3-b]pyridin-5-yl)-1-oxoisoindolin-2-yl)piperidine-2,6-dione